C(CCCCC=CCCCCC=CCCC)O hexadeca-6,12-dien-1-ol